The molecule is a beta-amino acid that is butyric acid which is substituted by an amino group at position 3. It has a role as a metabolite. It is a beta-amino acid and a monocarboxylic acid. It derives from a butyric acid. It is a conjugate acid of a 3-aminobutyrate. It is a tautomer of a 3-aminobutanoic acid zwitterion. CC(CC(=O)O)N